C(=O)COC=1C(=[N+](ON1)[O-])S(=O)(=O)C1=CC=CC=C1 4-(methanoylmethoxy)-3-benzenesulfonyl-1,2,5-oxadiazole-2-oxide